2-(4-((4-methylphenoxy)methyl)phenyl)-1H-benzimidazole-4-carboxamide CC1=CC=C(OCC2=CC=C(C=C2)C2=NC3=C(N2)C=CC=C3C(=O)N)C=C1